tert-butyl N-tert-butoxycarbonyl-N-(6-trimethylstannylpyrimidin-4-yl)carbamate C(C)(C)(C)OC(=O)N(C(OC(C)(C)C)=O)C1=NC=NC(=C1)[Sn](C)(C)C